C(C=C)(=O)NC1CC(CCC1)NC1=C2C(=NC=C1)NC(=C2)C=2C=NN(C2)C 4-((3-Acrylamidocyclohexyl)amino)-2-(1-methyl-1H-pyrazol-4-yl)-1H-pyrrolo[2,3-b]pyridine